CC=1C=C(C=CC1C(F)(F)F)C(CN1N=C(C=C1C(=O)OCC)C(=O)OCC)=O Diethyl 1-{2-[3-methyl-4-(trifluoromethyl)phenyl]-2-oxoethyl}-1H-pyrazole-3,5-dicarboxylate